(R)-1-(1-(7,8-difluoro-1-oxo-1,2-dihydroisoquinolin-4-yl)ethyl)-3-(4-fluoro-3-methylphenyl)-1-methylurea FC1=CC=C2C(=CNC(C2=C1F)=O)[C@@H](C)N(C(=O)NC1=CC(=C(C=C1)F)C)C